N1C(=NC2=C1C=CC=C2)CCNCCC=2SC=C(N2)C(=O)NCC2=NC=CC=C2 2-(2-{[2-(1H-1,3-Benzodiazol-2-yl)ethyl]amino}ethyl)-N-(pyridin-2-ylmethyl)-1,3-thiazole-4-carboxamide